(5-methoxy-2-(1-methyl-1H-pyrazol-4-yl)-4-nitrophenyl)-3,9-diazaspiro[5.5]undecane COC=1C(=CC(=C(C1)C1CNCCC12CCNCC2)C=2C=NN(C2)C)[N+](=O)[O-]